FC1=C(C#N)C=C(C=C1)N1CCN(CC1)C(CCC=1NC(C2=CC(=CC(=C2C1)C)F)=O)=O 2-fluoro-5-(4-(3-(7-fluoro-5-methyl-1-oxo-1,2-dihydroisoquinolin-3-yl)propanoyl)piperazin-1-yl)benzonitrile